CN1C(=NC2=C(C=C(C=C2C1=O)C)C(C)NC1=C(C(=O)O)C=CC=C1)N1C[C@@H](OCC1)C 2-((1-(3,6-dimethyl-2-((S)-2-methylmorpholino)-4-oxo-3,4-dihydroquinazolin-8-yl)ethyl)amino)benzoic acid